C(CC)(=O)N1CCC2=CC(=CC=C12)C#CC(=O)NCC=1C=NC=CC1 3-(1-propionylindolin-5-yl)-N-(pyridin-3-ylmethyl)propiolamide